ClC=1C=C2C3=C(N(C2=C(C1)C1=C(C=CC=C1)Cl)CC)C=NC=C3 6-Chloro-8-(2-chloro-phenyl)-9-ethyl-9H-pyrido[3,4-b]indole